(R)-N-(methyl-d3)-6-(3-methylureido)-4-((2,4,5-trimethyl-4,5-dihydro-2H-pyrazolo[4,3-c][1,7]naphthyridin-6-yl)amino)pyridazine-3-carboxamide C(NC(=O)C=1N=NC(=CC1NC1=NC=CC=2C=3C([C@H](N(C12)C)C)=CN(N3)C)NC(=O)NC)([2H])([2H])[2H]